FC=1C=CC(=C(CC2=NC3=C(N2C2CCC(CC2)OC)C=CC(=C3)C=3C(=NOC3C)C)C1)OC 4-(2-(5-fluoro-2-methoxybenzyl)-1-((1r,4r)-4-methoxycyclohexyl)-1H-benzo[d]imidazol-5-yl)-3,5-dimethylisoxazole